2-oxo-2-(phenethylamino)acetic acid O=C(C(=O)O)NCCC1=CC=CC=C1